The molecule is an (omega-1)-hydroxy fatty acid that is capric acid in which the 9-pro-R hydrogen is replaced by a hydroxy group. It is a medium-chain fatty acid and an (omega-1)-hydroxy fatty acid. It derives from a decanoic acid. C[C@H](CCCCCCCC(=O)O)O